(1R)-8-[3-(4-chloro-2-methyl-2H-indazol-5-yl)-5-methyl-1H-pyrazolo[3,4-b]pyrazin-6-yl]-3,3-difluoro-8-azaspiro[4.5]decan-1-amine hydrochloride Cl.ClC=1C2=CN(N=C2C=CC1C1=NNC2=NC(=C(N=C21)C)N2CCC1(CC(C[C@H]1N)(F)F)CC2)C